COC(=O)C1=CC2=C(N=C(N=C2N)C(F)(F)F)N(C1=O)C1=CC=C(C=C1)N 4-Amino-8-(4-aminophenyl)-7-oxo-2-(trifluoromethyl)-7H,8H-pyrido[2,3-d]pyrimidine-6-carboxylic acid methyl ester